ClC1=NC=C(C(=O)NC)C(=C1)NC1=CSC2=C1C(N(C=C2Cl)C)=O 6-Chloro-4-((7-chloro-5-methyl-4-oxo-4,5-dihydrothieno[3,2-c]pyridin-3-yl)amino)-N-methylnicotinamide